C(C#CC)(=O)N1[C@@H](CCC1)C1=NC(=C2N1C=CN=C2CO)C2=C(C=C(C(=O)NC1=NC=CC(=C1)C(F)(F)F)C=C2)F (S)-4-(3-(1-(but-2-ynoyl)pyrrolidin-2-yl)-8-(hydroxymethyl)imidazo[1,5-a]pyrazin-1-yl)-3-fluoro-N-(4-(trifluoromethyl)pyridin-2-yl)benzamide